S1C=CC2=C1C(NC2=O)=O thieno[2,3-c]pyrrole-4,6-dione